N[C@@H]1C2=CC=CC=C2CC12CCN(CC2)C=2NC(C1=C(N2)NN=C1C1=CCCC2=C1C=CO2)=O (S)-6-(1-amino-1,3-dihydrospiro[indene-2,4'-piperidin]-1'-yl)-3-(6,7-dihydrobenzofuran-4-yl)-1,5-dihydro-4H-pyrazolo[3,4-d]pyrimidin-4-one